SC1=C2C(=NC=C1)NC=C2 4-sulfanyl-1H-pyrrolo[2,3-b]Pyridine